ethyl 5-bromo-7-chloro-1-((2-(trimethylsilyl) ethoxy) methyl)-1H-pyrrolo[3,2-b]pyridine-2-carboxylate BrC1=CC(=C2C(=N1)C=C(N2COCC[Si](C)(C)C)C(=O)OCC)Cl